FC1([C@@H](CN(C1)C1COC1)NC1=NN2C(C(=N1)OC)=C(C=C2[2H])C=2C=CC1=C(N(N=N1)CC(F)F)C2)F (R)-N-(4,4-difluoro-1-(oxetan-3-yl)pyrrolidin-3-yl)-5-(1-(2,2-difluoroethyl)-1H-benzo[d][1,2,3]triazol-6-yl)-4-methoxypyrrolo[2,1-f][1,2,4]triazin-7-d-2-amine